hexamethylenebis(3,5-di-tert-butyl-4-hydroxyphenylacrylamide) C(C)(C)(C)C=1C=C(C=C(C1O)C(C)(C)C)C=C(C(=O)N)CCCCCCC(C(=O)N)=CC1=CC(=C(C(=C1)C(C)(C)C)O)C(C)(C)C